4-amino-5-chloro-1-(2-methyl-2H-indazol-5-yl)-6-oxo-1,6-dihydropyridazine NC=1C=NN(C(C1Cl)=O)C1=CC2=CN(N=C2C=C1)C